C1(=CC=CC=C1)C1=NN=C(S1)NC(C1=C(C=C(C=C1)C(F)(F)F)NS(=O)(=O)C=1C=NC=CC1)=O N-(5-phenyl-1,3,4-thiadiazol-2-yl)-4-trifluoromethyl-2-(pyridine-3-sulfonylamino)benzamide